[Ca].[Zn].[Al].[Fe] iron-aluminum-zinc-calcium